ethyl 2-(3,3-difluoroazetidin-1-yl)-4-methylpyridine-3-carboxylate FC1(CN(C1)C1=NC=CC(=C1C(=O)OCC)C)F